C1(CCC(CC1)CN)CN 1,4-cyclohexanebismethylamine